FC(C)(F)C1=NC(=CC(=N1)N1C=C(C=2C=NC(=CC21)CC(=O)N)CN(C)C)CC (1-(2-(1,1-difluoroethyl)-6-ethylpyrimidin-4-yl)-3-((dimethylamino)methyl)-1H-pyrrolo[3,2-c]pyridin-6-yl)acetamide